FC1=CN=C2C(=CC=NC2=C1)C(=O)NC1CC(C1)C1=NN=C(N1C1=C(C=CC=C1)F)C1=CC=CC=C1 7-fluoro-N-((1S,3r)-3-(4-(2-fluorophenyl)-5-phenyl-4H-1,2,4-triazol-3-yl)cyclobutyl)-1,5-naphthyridine-4-carboxamide